tert-Butyl 3-(4-(2-(2-(2-aminoethoxy)ethoxy)ethoxy)phenyl)-2,6-dioxopiperidine-1-carboxylate NCCOCCOCCOC1=CC=C(C=C1)C1C(N(C(CC1)=O)C(=O)OC(C)(C)C)=O